O1CCN(CC1)S(=O)(=O)C=1C=NC2=CC=C(C=C2C1NC1=C(C(=O)OC)C=CC=C1)S(N)(=O)=O methyl 2-[(3-morpholinosulfonyl-6-sulfamoyl-4-quinolyl)amino]benzoate